methyl 2-(3-((4-(2-(2-aminopyridin-3-yl)-5-phenyl-3H-imidazo[4,5-b]pyridin-3-yl)-2-fluorophenyl)carbamoyl)phenyl)acetate NC1=NC=CC=C1C1=NC=2C(=NC(=CC2)C2=CC=CC=C2)N1C1=CC(=C(C=C1)NC(=O)C=1C=C(C=CC1)CC(=O)OC)F